6-fluoro-8-methyl-7-((3-(methylsulfonyl)phenyl)(pyridin-4-yl)methoxy)chroman-4-one FC=1C=C2C(CCOC2=C(C1OC(C1=CC=NC=C1)C1=CC(=CC=C1)S(=O)(=O)C)C)=O